N-[(2R)-1-hydroxypropan-2-yl]-6-methyl-9-[4-(trifluoromethyl)-phenyl]-9H-carbazole-3-carboxamide OC[C@@H](C)NC(=O)C=1C=CC=2N(C3=CC=C(C=C3C2C1)C)C1=CC=C(C=C1)C(F)(F)F